(R)-1-(2,5-difluoropyridin-3-yl)ethyl (4-(5-((1S,2R)-2-fluorocyclopropane-1-carboxamido)pyridin-2-yl)-1-methyl-1H-1,2,3-triazol-5-yl)carbamate F[C@H]1[C@@H](C1)C(=O)NC=1C=CC(=NC1)C=1N=NN(C1NC(O[C@H](C)C=1C(=NC=C(C1)F)F)=O)C